2-(1-methylcyclopropyl)-N-(1-methylcyclopropyl)pyrido[3,4-d]pyrimidin-4-amine CC1(CC1)C=1N=C(C2=C(N1)C=NC=C2)NC2(CC2)C